FC=1C=CC(=C(C1)CC#N)OC 2-(5-fluoro-2-methoxyphenyl)acetonitrile